CN1CC2=CC(=CC(=C2CC1)C)C=1N=C2C(=NC1)N(C=C2C2=CC(=C(C(=O)N(C)C[C@H](C)O)C=C2)C)S(=O)(=O)C2=CC=C(C)C=C2 (S)-4-(2-(2,5-dimethyl-1,2,3,4-tetrahydroisoquinolin-7-yl)-5-tosyl-5H-pyrrolo[2,3-b]pyrazin-7-yl)-N-(2-hydroxypropyl)-N,2-dimethylbenzamide